C[C@@H](C1=CC2=C(O1)C(=O)C3=C(C2=O)C(=CC=C3)O)O The molecule is a naphthofuran that is naphtho[2,3-b]furan-4,9-dione substituted by a hydroxy group at position 5 and a 1-hydroxyethyl group at position 2 (the S stereoisomer). Isolated from Tabebuia impetiginosa and Tabebuia avellanedae, it exhibits antineoplastic activity. It has a role as a metabolite and an antineoplastic agent. It is a naphthofuran, a member of phenols, a secondary alcohol and a member of p-quinones.